[1-(2-{6-[(3R,5R)-3-amino-5-fluoropiperidine-1-carbonyl]-3-methylpyrazolo[1,5-a]pyridin-2-yl}-1-(cyclopropylmethyl)-1H-indol-6-yl)piperidin-4-yl]-N-methylmethanesulfonamide N[C@H]1CN(C[C@@H](C1)F)C(=O)C=1C=CC=2N(C1)N=C(C2C)C=2N(C1=CC(=CC=C1C2)N2CCC(CC2)CS(=O)(=O)NC)CC2CC2